2-(4-bromo-1-methyl-1H-pyrazol-5-yl)-4-chloro-3-fluoro-6-(3-fluoroazetidin-1-yl)benzonitrile BrC=1C=NN(C1C1=C(C#N)C(=CC(=C1F)Cl)N1CC(C1)F)C